C(#N)C=1C=NN(C1C1=NC=C(C(=N1)OC1CN(C1)C(=O)OC(C)(C)C)F)C tert-butyl 3-((2-(4-cyano-1-methyl-1H-pyrazol-5-yl)-5-fluoropyrimidin-4-yl)oxy)azetidine-1-carboxylate